2-(2-isopropylphenyl)-9-(4-(1-methyl-1H-imidazol-2-yl)benzyl)-7,9-dihydro-8H-purin-8-one C(C)(C)C1=C(C=CC=C1)C1=NC=C2NC(N(C2=N1)CC1=CC=C(C=C1)C=1N(C=CN1)C)=O